N1-(6-bromo-4-methylpyridin-3-yl)benzene-1,2-diamine BrC1=CC(=C(C=N1)NC=1C(=CC=CC1)N)C